C1(CCCC1)NC1=NC=C(C(=N1)NC1CCC(CC1)C(NC)=O)C(=O)N 2-(cyclopentylamino)-4-((1s,4s)-4-(methylcarbamoyl)cyclohexylamino)pyrimidine-5-carboxamide